COC1=NC=CC(=C1)C=1C=NC=CC1NC(=O)C1=NC2=CC(=CC=C2C=N1)NS(=O)(=O)C N-(2'-methoxy-[3,4'-bipyridine]-4-yl)-7-(methylsulfonylamino)quinazoline-2-carboxamide